FC=1C=CC(=C2C=C(OC21)I)C(=O)OC methyl 7-fluoro-2-iodobenzofuran-4-carboxylate